ClC1=CC=C2C(=C(N(C2=C1Cl)C)CNC(C)=O)C=1C=NNC1 N-[[6,7-dichloro-1-methyl-3-(1H-pyrazol-4-yl)indol-2-yl]methyl]acetamide